1-[4-(2,3-Dimethylphenyl)piperazin-1-yl]-2-[3-(5-hydroxy-2-azabicyclo[2.2.2]octan-2-carbonyl)-5,6-dihydrocyclopenta[c]pyrazol-1(4H)-yl]ethan-1-on CC1=C(C=CC=C1C)N1CCN(CC1)C(CN1N=C(C2=C1CCC2)C(=O)N2C1CC(C(C2)CC1)O)=O